NC(CN1C2C(C=3C=CC=C(C13)Br)CN(CC2)C(=O)[O-])=O 5-(2-amino-2-oxoethyl)-6-bromo-1,3,4,4a,5,9b-hexahydro-2H-pyrido[4,3-b]indole-2-carboxylate